FC1=C(C(=CC=C1)F)C1CC(=NO1)C=1N=C(SC1)C1CCN(CC1)C(CN1C(=NC2=C1C=CC=C2)OCC)=O 1-(4-(4-(5-(2,6-difluorophenyl)-4,5-dihydroisoxazol-3-yl)thiazol-2-yl)piperidin-1-yl)-2-(2-ethoxy-1H-benzimidazol-1-yl)-ethan-1-one